O=C1NC(SC1)=NC(=O)N 4-oxothiazolidin-2-ylideneurea